4-methyl-4-methylmorpholinium C[N+]1(CCOCC1)C